N5-(tert-butyl)-2-(1-(tetrahydro-2H-pyran-2-yl)-1H-pyrazol-5-yl)-N7-(tetrahydrofuran-3-yl)thieno[3,2-b]pyridine-5,7-diamine C(C)(C)(C)NC1=CC(=C2C(=N1)C=C(S2)C2=CC=NN2C2OCCCC2)NC2COCC2